4-bromothiazole-2-carbonyl chloride BrC=1N=C(SC1)C(=O)Cl